(R)-N-(5-(4-(5-chloro-4-fluoro-2-(2-hydroxypropan-2-yl)phenylamino)-1,3,5-triazin-2-ylamino)-2-(2-((dimethylamino)methyl)azetidin-1-yl)-4-methoxyphenyl)acrylamide ClC=1C(=CC(=C(C1)NC1=NC(=NC=N1)NC=1C(=CC(=C(C1)NC(C=C)=O)N1[C@H](CC1)CN(C)C)OC)C(C)(C)O)F